NC\C=C/C(=O)N1CC(C1)(F)F (Z)-4-amino-1-(3,3-difluoroazetidin-1-yl)but-2-en-1-one